3-chloro-6-(5-methyl-1H-1,2,4-triazol-1-yl)pyridazine ClC=1N=NC(=CC1)N1N=CN=C1C